(5R,8S)-N-(2,4-dichloro-benzyl)-5-fluoro-8-hydroxy-8-(((2-hydroxy-ethyl)(methyl)amino)methyl)-5,6,7,8-tetra-hydroquinoline-5-carboxamide ClC1=C(CNC(=O)[C@@]2(C=3C=CC=NC3[C@](CC2)(CN(C)CCO)O)F)C=CC(=C1)Cl